FC(C1=NC(=NC=C1)[C@@H]1[C@H](C1)C(=O)O)(F)F |r| rac-(1S*,2S*)-2-(4-(trifluoromethyl)pyrimidin-2-yl)cyclopropane-1-carboxylic acid